tert-butyl (S)-5-amino-4-(5-(5-(benzo[D][1,3]dioxan-5-ylamino) pyrazolo[1,5-a]pyrimidin-3-yl)-1-oxoisoindolin-2-yl)-5-oxopentanoate NC([C@H](CCC(=O)OC(C)(C)C)N1C(C2=CC=C(C=C2C1)C=1C=NN2C1N=C(C=C2)NC2=CC=CC=1OCOCC12)=O)=O